ClC=1N=CC(=NC1CO)[S-].[Na+] sodium 5-chloro-6-(hydroxymethyl)pyrazine-2-thiolate